C1(CCC1)C1=NC=CC=C1 CYCLOBUTYLPYRIDIN